(2-(3-(phenylmethyloxy)phenyl)-2-cyclopropylethyl)chlorophosphinic acid ethyl ester C(C)OP(=O)(Cl)CC(C1CC1)C1=CC(=CC=C1)OCC1=CC=CC=C1